6-(5-chloro-2-(((1S,3R,4S,5R)-4-hydroxy-6,8-dioxabicyclo[3.2.1]octan-3-yl)amino)pyrimidin-4-yl)-4-fluoro-2-(2-hydroxypropan-2-yl)-1-isopropyl-1H-indole-3-carbonitrile ClC=1C(=NC(=NC1)N[C@@H]1C[C@H]2CO[C@@H]([C@H]1O)O2)C2=CC(=C1C(=C(N(C1=C2)C(C)C)C(C)(C)O)C#N)F